C(C)(=O)N1CCC(CC1)NC=1SC(=C(N1)CC1=CC=CC=C1)C(=O)OC methyl 2-((1-acetylpiperidin-4-yl)amino)-4-benzylthiazole-5-carboxylate